C1(=CC=CC=C1)C1=C(C(=CC=C1)C1=CC=CC=C1)N [1,1':3',1''-terphenyl]-2'-amin